2-[4-Fluoro-3-(7-morpholin-4-yl-quinazolin-4-yl)-phenyl]-2-pyrrolo-[2,1-f][1,2,4]triazin-4-ylacetamide FC1=C(C=C(C=C1)C(C(=O)N)C1=NC=NN2C1=CC=C2)C2=NC=NC1=CC(=CC=C21)N2CCOCC2